pentyl thioether C(CCCC)SCCCCC